α,α-dimethyl-glycine CC(N)(C(=O)O)C